N-ethyl-5-fluoro-N-isopropyl-2-((5-(2-((R)-6-(((R)-1-methoxyprop-2-yl)amino)-2-methylhex-3-yl)-2,6-diazaspiro[3.4]oct-6-yl)-1,2,4-triazin-6-yl)oxy)benzamide calcium [Ca].C(C)N(C(C1=C(C=CC(=C1)F)OC1=C(N=CN=N1)N1CC2(CN(C2)[C@@H](C(C)C)CCCN[C@@H](COC)C)CC1)=O)C(C)C